3-(2,6-difluoro-3,5-dimethoxyphenyl)-1-ethyl-N,N-dimethyl-8-(morpholin-4-ylmethyl)-2-oxo-1,2,3,4-tetrahydro-7H-pyrrolo[3',2':5,6]pyrido[4,3-d]pyrimidine-7-sulfonamide FC1=C(C(=C(C=C1OC)OC)F)N1C(N(C2=C(C1)C=NC1=C2C=C(N1S(=O)(=O)N(C)C)CN1CCOCC1)CC)=O